4-chloro-1-tosyl-5-(trifluoromethyl)-1H-indole-2-sulfonyl chloride ClC1=C2C=C(N(C2=CC=C1C(F)(F)F)S(=O)(=O)C1=CC=C(C)C=C1)S(=O)(=O)Cl